4-(4-methyl-3-pentene-1-yl)-3-cyclohexene CC(=CCCC1=CCCCC1)C